C(C)N(C(C1=C(C=CC(=C1)F)OC=1C(=NC=NC1)NC1CCN(CC1)C[C@@H]1CC[C@H](CC1)NC1=C(C(C1=O)=O)OC)=O)C(C)C N-ethyl-5-fluoro-N-isopropyl-2-((4-((1-((trans-4-((2-methoxy-3,4-dioxocyclobut-1-en-1-yl)amino)cyclohexyl)methyl)piperidin-4-yl)amino)pyrimidin-5-yl)oxy)benzamide